COC1=CC=C(CC2=C(C(=NC(=N2)N)N)CC2=CC=C(C=C2)OC)C=C1 Bis(4-methoxybenzyl)pyrimidine-2,4-diamine